ClC1=C(C=C2C(=N1)N(N=C2)C)C#N 6-chloro-1-methyl-1H-pyrazolo[3,4-b]pyridine-5-carbonitrile